4,6-Dichloro-7-fluoro-1-hydroxyfuro[3,4-c]pyridin-3(1H)-one ClC1=NC(=C(C2=C1C(OC2O)=O)F)Cl